The molecule is a tripeptide composed of L-leucine L-alanine, and L-aspartic acid joined in sequence by peptide linkages. It has a role as a metabolite. It derives from a L-leucine, a L-alanine and a L-aspartic acid. C[C@@H](C(=O)N[C@@H](CC(=O)O)C(=O)O)NC(=O)[C@H](CC(C)C)N